ClC=1C=C(C#N)C=C(C1)[C@H]1N(CCOC1)CC1=CC=C(C=C1)OC (R)-3-chloro-5-(4-(4-methoxybenzyl)morpholin-3-yl)benzonitrile